N-(5-bromo-1-(difluoromethyl)-1H-pyrazol-4-yl)-6-chloro-7-(1H-pyrazol-1-yl)-1H-indole-3-sulfonamide BrC1=C(C=NN1C(F)F)NS(=O)(=O)C1=CNC2=C(C(=CC=C12)Cl)N1N=CC=C1